14-Cinnamoyloxycodeinone C(C=CC1=CC=CC=C1)(=O)O[C@@]12C=CC([C@H]3[C@]14C=1C(=C(C=CC1C[C@H]2N(C)CC4)OC)O3)=O